FC1(CCN(CC1)C1=NC(=CC=C1)C(F)(F)F)CN1C[C@@H](C([C@@H](C1)O)O)O (3S,4r,5R)-1-((4-fluoro-1-(6-(trifluoromethyl)pyridin-2-yl)piperidin-4-yl)methyl)piperidine-3,4,5-triol